C(=O)O.CNC=1C2=C(N=CN1)CNC2=O 4-(methylamino)-6,7-dihydro-5H-pyrrolo[3,4-d]pyrimidin-5-one formate